BrC=1N=C2C(=NC1)N(CC2(C)C)C2=CC(=C(C=C2)F)Cl 2-bromo-5-(3-chloro-4-fluorophenyl)-7,7-dimethyl-6,7-dihydro-5H-pyrrolo[2,3-b]pyrazine